CC1=NC(=CC(=C1)C=1NC2=CC=C(C=C2C1C(C)C)C1CCN(CC1)C(C[C@@H]1NCCC1)=O)C (R)-1-(4-(2-(2,6-dimethylpyridin-4-yl)-3-isopropyl-1H-indol-5-yl)piperidin-1-yl)-2-(pyrrolidin-2-yl)ethan-1-one